(S)-4-(2-(tert-butoxycarbonylamino)-2-(2-(pivaloyloxy)thiazol-4-yl)ethyl)-phenylaminosulfonic acid C(C)(C)(C)OC(=O)N[C@@H](CC1=CC=C(C=C1)NS(=O)(=O)O)C=1N=C(SC1)OC(C(C)(C)C)=O